C1(CCC1)COC1=CC(=C2C(NC(=NC2=C1)CS[C@@H]1CC[C@H](CC1)C(=O)N)=O)F trans-4-(((7-(Cyclobutylmethoxy)-5-fluoro-4-oxo-3,4-dihydroquinazolin-2-yl)methyl)thio)cyclohexane-1-carboxamide